N-(4-methoxybenzyl)-N-methyl-3-(methylamino)-1-(4-(trifluoromethyl)phenyl)-1H-indazole-5-sulfonamide COC1=CC=C(CN(S(=O)(=O)C=2C=C3C(=NN(C3=CC2)C2=CC=C(C=C2)C(F)(F)F)NC)C)C=C1